Tin methyl iodide CI.[Sn]